C(C)N(CCC1=CNC2=C(C=C(C=C12)OC)F)CC N,N-diethyl-2-(7-fluoro-5-methoxy-1H-indol-3-yl)ethan-1-amine